ClC=1C=CC(=C(C1)C1=CC=C(C=C1)C[C@@H]1C[C@@](C(N1C(=O)OC(C)(C)C)=O)(C)CO)F (3S,5R)-tert-Butyl 5-((5'-chloro-2'-fluoro-[1,1'-biphenyl]-4-yl) methyl)-3-(hydroxymethyl)-3-methyl-2-oxopyrrolidine-1-carboxylate